FC1(CCN(CCC1)C1=NC(=NC(=C1C(=O)NC=1C=C(C=CC1)[S@](=O)(C)=NC(OC(C)(C)C)=O)C)C=1C=NN(C1)C)F tert-butyl (R)-((3-(4-(4,4-difluoroazepan-1-yl)-6-methyl-2-(1-methyl-1H-pyrazol-4-yl)pyrimidine-5-carboxamido)phenyl)(methyl)(oxo)-λ6-sulfaneylidene)carbamate